1,4-bis(2-pyridyl-methylamino)-1,4-disilabutane N1=C(C=CC=C1)N([SiH2]CC[SiH2]N(C)C1=NC=CC=C1)C